4-((5-(methoxycarbonyl)-1,3-benzodiazol-1-yl)methyl)-phenylboronic acid trifluoroacetic acid salt FC(C(=O)O)(F)F.COC(=O)C1=CC2=C(N(C=N2)CC2=CC=C(C=C2)B(O)O)C=C1